C(C)O[Si]1(N(CCC1)CCCCCCCCCCCCCC)OCC 2,2-diethoxy-1-n-tetradecyl-1-aza-2-silacyclopentane